[Pd].[Pt].[Ni] nickel-platinum-palladium